O1CCOC12CCC(CC2)C2=CC=NO2 5-(1,4-dioxaspiro[4.5]decan-8-yl)isoxazol